(S)-4-(2-(1-(tert-butoxycarbonyl)azepan-2-yl)-5-(ethoxycarbonyl)-1H-imidazol-4-yl)benzoic acid C(C)(C)(C)OC(=O)N1[C@@H](CCCCC1)C=1NC(=C(N1)C1=CC=C(C(=O)O)C=C1)C(=O)OCC